The molecule is a 1-acyl-sn-glycero-3-phosphoethanolamine in which the 1-acyl group is specified as hexadecanoyl (palmitoyl). It has a role as a human metabolite. It is a 1-acyl-sn-glycero-3-phosphoethanolamine and a lysophosphatidylethanolamine 16:0. It is a tautomer of a 1-hexadecanoyl-sn-glycero-3-phosphoethanolamine zwitterion. CCCCCCCCCCCCCCCC(=O)OC[C@H](COP(=O)(O)OCCN)O